1-(3,4,5-trimethylphenyl)cyclohexane-1,4-diamine CC=1C=C(C=C(C1C)C)C1(CCC(CC1)N)N